ClC1=NC2=CC(=C(C=C2C(=N1)NCC=1OC=CC1)OCC(=O)OC)OC Methyl ({2-chloro-4-[(furan-2-ylmethyl)amino]-7-methoxyquinazolin-6-yl}oxy)acetate